ClC=1C=C(C=C(C1)NC(C=C)=O)C=1C=C2C(=CN1)N(N=C2C(=O)NC2CCN(CC2)C)COCC[Si](C)(C)C 5-[3-chloro-5-(prop-2-enoylamino)phenyl]-N-(1-methyl-4-piperidyl)-1-(2-trimethylsilylethoxymethyl)pyrazolo[3,4-c]pyridine-3-carboxamide